CC1=C(C=NN1)C=1N=C(C2=C(N1)C=NC=C2)N2CCC1(CCN(C1)[C@H]1[C@@H](CC1)O)CC2 (trans)-2-(8-(2-(5-methyl-1H-pyrazol-4-yl)pyrido[3,4-d]pyrimidin-4-yl)-2,8-diazaspiro[4.5]decan-2-yl)cyclobutan-1-ol